2-(1-cyclopropylethyl)-N-[(1S)-1-(dicyclopropylmethyl)-2-[4-(3,5-dimethyl-1H-pyrazol-4-yl)anilino]-2-oxo-ethyl]pyrazole-3-carboxamide C1(CC1)C(C)N1N=CC=C1C(=O)N[C@H](C(=O)NC1=CC=C(C=C1)C=1C(=NNC1C)C)C(C1CC1)C1CC1